BrC1=CC(=C(C=C1)C1=NC2=C(N1C)C=C(C=C2C2CC2)C(=O)[O-])F.[K+] Potassium 2-(4-bromo-2-fluorophenyl)-4-cyclopropyl-1-methyl-1H-1,3-benzodiazole-6-carboxylate